2,4-dioxopyrimidin O=C1NC=CC(N1)=O